C1(CC1)C1=CC=C(C(N1C=1C=NC(=CC1C)OC)=O)C(=O)N 6-cyclopropyl-6'-methoxy-4'-methyl-2-oxo-1,2-dihydro[1,3'-bipyridyl]-3-carboxamide